C1(CC1)CNC1=NC=NC2=C(C=C(C=C12)C1=CC=C(C=C1)F)OC N-(cyclopropylmethyl)-6-(4-fluorophenyl)-8-methoxyquinazolin-4-amine